1-(4-chloro-phenyl)-cyclopropanecarboxylic acid {4-[2-((S)-2-amino-4,5-dihydro-oxazol-4-yl)-ethyl]-phenyl}-amide NC=1OC[C@@H](N1)CCC1=CC=C(C=C1)NC(=O)C1(CC1)C1=CC=C(C=C1)Cl